piperidin-4-yl biphenyl-2-ylcarbamate C1(=C(C=CC=C1)NC(OC1CCNCC1)=O)C1=CC=CC=C1